NC1=CC=C(C=C1)N1C[C@H]([C@@H](C1)C)O (3S,4R)-1-(4-aminophenyl)-4-methylpyrrolidin-3-ol